isopropoxy-bis(2,5-bis(trifluoromethyl)phenyl)(3,5-bis(trifluoromethyl)phenyl)lithium borate B(O)(O)O.C(C)(C)OC1=C(C(=C(C(=C1C(F)(F)F)C1=C(C=CC(=C1)C(F)(F)F)C(F)(F)F)[Li])C1=C(C=CC(=C1)C(F)(F)F)C(F)(F)F)C(F)(F)F